OC=1C=C2CC[C@@H]([C@@H](C2=CC1)C1=CC=C(C=C1)N1CCC(CC1)CN1CCN(CC1)C=1C=C(C=CC1)NC1C(NC(CC1)=O)=O)C1=CC=CC=C1 3-((3-(4-((1-(4-((1R,2S)-6-Hydroxy-2-phenyl-1,2,3,4-tetrahydronaphthalen-1-yl)-phenyl)piperidin-4-yl)methyl)piperazin-1-yl)phenyl)amino)piperidine-2,6-dione